IOI bis(iodo) ether